(S)-(4-(4-(4-((2,6-dioxa-8-azaspiro[3.5]non-7-en-7-yl)amino)-2,6-difluorophenoxy)-1H-pyrrolo[2,3-b]pyridin-3-yl)phenyl)(3-fluoropyrrolidin-1-yl)methanone C1OCC12COC(=NC2)NC2=CC(=C(OC1=C3C(=NC=C1)NC=C3C3=CC=C(C=C3)C(=O)N3C[C@H](CC3)F)C(=C2)F)F